cyclopropyl N-[(1S)-1-(dicyclopropylmethyl)-2-oxo-2-[[1-[(2-oxo-1H-pyrazin-3-yl)methyl]pyrazol-4-yl]amino]ethyl]carbamate C1(CC1)C([C@@H](C(NC=1C=NN(C1)CC=1C(NC=CN1)=O)=O)NC(OC1CC1)=O)C1CC1